C(C=C)(=O)OCCC[Si](OC)(OC)OC (3-acryloxypropyl)-trimethoxysilane